(1S,3S)-1-((S)-pyrrolidin-2-yl)hexadecane-1,3-diol N1[C@@H](CCC1)[C@H](C[C@H](CCCCCCCCCCCCC)O)O